octahydropyrazino[2,1-c][1,4]thiazine 2,2-dioxide C1S(CCN2C1CNCC2)(=O)=O